chloro-N-methoxy-N,6-dimethylnicotinamide ClC1=C(C(=O)N(C)OC)C=CC(=N1)C